1-(tert-butoxycarbonyl)-4-phenylpyrrolidine-3-carboxylic acid C(C)(C)(C)OC(=O)N1CC(C(C1)C1=CC=CC=C1)C(=O)O